N1N=CC(=C1)C1CCC(CC1)NC1=CC(=NC=C1C(=O)NC[C@H](C(C)(C)O)F)C1=CC=C2N1N=CC(=C2)C#N 4-(((1s,4S)-4-(1H-pyrazol-4-yl)cyclohexyl)amino)-6-(3-cyanopyrrolo[1,2-b]pyridazin-7-yl)-N-((R)-2-fluoro-3-hydroxy-3-methylbutyl)nicotinamide